NC=1C(=NC(=C(N1)NC)C1=NC2=C(C=NC=C2)N1C)C(=O)OC Methyl 3-amino-5-(methylamino)-6-(3-methylimidazo[4,5-c]pyridin-2-yl)pyrazine-2-carboxylate